4-(1H-indol-3-yl)-7-[(5-morpholino-2-pyridyl)amino]-2,3-dihydro-pyrrolo[3,4-c]pyridin-1-one N1C=C(C2=CC=CC=C12)C1=NC=C(C2=C1CNC2=O)NC2=NC=C(C=C2)N2CCOCC2